O.O.C(C=CCCCCCCCCCCCCCCC)(=O)[O-].C(CC(O)(C(=O)O)CC(=O)O)(=O)O.[Na+] sodium citrate octadecenoate dihydrate